C1(=CC=CC=C1)C1CC(OC1)C(=O)O 4-phenyltetrahydrofuran-2-carboxylic acid